3-[3-(4-piperidyl)pyrido[2,3-b]indol-9-yl]piperidine-2,6-dione N1CCC(CC1)C1=CC2=C(N(C3=CC=CC=C23)C2C(NC(CC2)=O)=O)N=C1